5-(trifluoromethyl)benzo[D]thiazole-2-carboxylic acid lithium salt [Li+].FC(C=1C=CC2=C(N=C(S2)C(=O)[O-])C1)(F)F